ClC=1C(=NC(=NC1)N[C@@H]1C[C@H]2CO[C@@H]([C@H]1O)O2)C=2C=C(C1=C(N(C(=N1)C13CC(C1)(C3)O)C(C)C)C2)F (1S,3R,4S,5R)-3-((5-chloro-4-(4-fluoro-2-(3-hydroxybicyclo[1.1.1]pentan-1-yl)-1-isopropyl-1H-benzo[d]imidazol-6-yl)pyrimidin-2-yl)amino)-6,8-dioxabicyclo[3.2.1]octan-4-ol